O=C1NCCCCC1 oxoazepane